CC12CC(C1)(C2)NC(=O)NCC2=CC(=CC=C2)C(F)(F)F 1-(3-Methyl-bicyclo[1.1.1]pent-1-yl)-3-(3-trifluoromethyl-benzyl)-urea